CC1=C(C=NN1)C1=CC=2N=CNC(C2S1)=O 6-(5-methyl-1H-pyrazol-4-yl)thieno[3,2-d]pyrimidin-4(3H)-one